bicyclooctanedimethanol benzyl-(2S)-2-[[(tert-butoxy)carbonyl](methyl)amino]-3-methylbutanoate ethyl-7-oxo-4,5,6,7-tetrahydro-1H-indole-2-carboxylate C(C)N1C(=CC=2CCCC(C12)=O)C(=O)OCC1C(CCCCCC1)(C1CCCCCCC1)COC([C@](C(C)C)(N(C)C(=O)OC(C)(C)C)CC1=CC=CC=C1)=O